Cl.C1(CC1)C1=CC(=NN1CCC)NC(=O)C1CNC1 N-(5-cyclopropyl-1-propyl-1H-pyrazol-3-yl)azetidine-3-carboxamide hydrochloride